(R)-cyclopropylmethyl 2-amino-3-(3-(4-chloro-1-ethyl-1H-pyrazol-5-yl)-5-fluorobenzamido)propanoate N[C@@H](C(=O)OCC1CC1)CNC(C1=CC(=CC(=C1)F)C1=C(C=NN1CC)Cl)=O